CC(=C[SiH2]OC(O[SiH2]C=C(C)C)(O[SiH2]C=C(C)C)[SiH3])C tris[(dimethyl-vinyl)siloxy]methylsilane